6-(1-(1-acetylpiperidin-4-yl)-5-methyl-1H-pyrazol-4-yl)-4-((2-cyanophenyl)thio)pyrazolo[1,5-a]pyridine-3-carbonitrile C(C)(=O)N1CCC(CC1)N1N=CC(=C1C)C=1C=C(C=2N(C1)N=CC2C#N)SC2=C(C=CC=C2)C#N